5-[3-(Difluoromethyl)thiophen-2-yl]-1H-tetrazole FC(C1=C(SC=C1)C1=NN=NN1)F